N1CC(C1)N1N=CC(=C1)C=1NC=CC1 2-(1-(azetidin-3-yl)-1H-pyrazol-4-yl)-1H-pyrrole